BrC(C(=O)C1=CC=C(C=C1)Br)(F)F 2-bromo-1-(4-bromophenyl)-2,2-difluoroethane-1-one